ClC=1C=NC(=NC1)C=1CCN(CC1)C=1N=C(C2=C(N1)CCCS2(=O)=O)NC2=CC(=C(C=C2)CC(=O)O)F 2-(4-((2-(4-(5-chloropyrimidin-2-yl)-3,6-dihydropyridin-1(2H)-yl)-5,5-dioxo-7,8-dihydro-6H-thiopyrano[3,2-d]pyrimidin-4-yl)amino)-2-fluorophenyl)acetic acid